(R)-2-((4-(2-(6-(dimethylamino)-2-methylhex-3-yl)-2,6-diazaspiro[3.4]oct-6-yl)pyridazin-3-yl)oxy)-5-fluoro-N,N-diisopropylbenzamide CN(CCC[C@H](C(C)C)N1CC2(C1)CN(CC2)C2=C(N=NC=C2)OC2=C(C(=O)N(C(C)C)C(C)C)C=C(C=C2)F)C